(S)-2-(6-(3-methyl-1H-pyrrolo[2,3-b]pyridin-5-yl)-2-((R)-3,3,3-Trifluoro-2-hydroxy-2-methylpropionyl)-1,2,3,4-tetrahydroisoquinolin-8-yl)pyrrolidine-1-carboxylic acid tert-butyl ester C(C)(C)(C)OC(=O)N1[C@@H](CCC1)C=1C=C(C=C2CCN(CC12)C([C@@](C(F)(F)F)(C)O)=O)C=1C=C2C(=NC1)NC=C2C